ClC1=NC2=CC=CC=C2C(=N1)C(COC1OCCCC1)(C1=CC=CC=C1)OC1CC1 2-chloro-4-(1-cyclopropoxy-1-phenyl-2-((tetrahydro-2H-pyran-2-yl)oxy)ethyl)quinazoline